[C@H]12OC[C@H](N(C1)C1CCN(CC1)C1=C(C=C(C(=C1)OC)NC1=NC=NC(=C1)N1OCC[C@@H]1C1=C(C=C(C=C1)Cl)F)NC(C=C)=O)C2 N-(2-(4-((1R,4R)-2-oxa-5-azabicyclo[2.2.1]heptane-5-yl)piperidine-1-yl)-5-((6-((R)-3-(4-chloro-2-fluorophenyl)isoxazolidine-2-yl)pyrimidine-4-yl)amino)-4-methoxyphenyl)acrylamide